ClC=1N=NC(=CC1SCC)C(F)(F)F 3-chloro-4-ethylsulfanyl-6-(trifluoromethyl)Pyridazine